ClC1=CC=C(C=C1)C1=CC(=NC(=N1)C=1C=NC=CC1)N(C1CCNCC1)C 6-(4-chlorophenyl)-N-methyl-N-(piperidin-4-yl)-2-(pyridin-3-yl)pyrimidin-4-amine